2-chloro-N-[3-(4-cyano-3-methoxy-phenoxy)-2,2,4,4-tetramethyl-cyclobutyl]pyrimidine-5-carboxamide ClC1=NC=C(C=N1)C(=O)NC1C(C(C1(C)C)OC1=CC(=C(C=C1)C#N)OC)(C)C